C12CNCC(CC1)N2C2=NC=1CCN(CC1C=C2)C(=O)N(CC)C2CCCC2 2-(3,8-diazabicyclo[3.2.1]oct-8-yl)-N-cyclopentyl-N-ethyl-7,8-dihydro-1,6-naphthyridine-6(5H)-carboxamide